FC=1C=C(C=CC1)CNC(NC1=CC=C(C=C1)S(=O)(=O)N1CCCCC1)=O 3-[(3-fluorophenyl)methyl]-1-[4-(piperidine-1-sulfonyl)phenyl]urea